CC(=CCSSSC(C(C)=O)C)C 3-((3-methylbut-2-en-1-yl)trisulfanyl)butan-2-one